2'-((6-Aminopyrimidin-4-yl)amino)-2,3,5,6-tetrahydrospiro[pyran-4,4'-thieno[2,3-c]pyrrol]-6'(5'H)-one NC1=CC(=NC=N1)NC1=CC2=C(C(NC23CCOCC3)=O)S1